tert-butyl(dimethyl)silane C(C)(C)(C)[SiH](C)C